1-{4-[7-(aminocarbonyl)-2H-indazole-2-yl]benzyl}-3-[4-(dimethylammonio)phenyl]pyrrolidinium NC(=O)C1=CC=CC2=CN(N=C12)C1=CC=C(C[NH+]2CC(CC2)C2=CC=C(C=C2)[NH+](C)C)C=C1